CN1CCC(CC1)NC1=C(C=C(C(=C1)OCC(C)C)F)C(=O)N 2-[(1-methylpiperidin-4-yl)amino]-5-fluoro-4-(2-methylpropyloxy)phenylcarboxamide